methyl cyclopropyl((2,6-dihydroxy-5'-methyl-4-pentyl-2'-(prop-1-en-2-yl)-1',2',3',4'-tetrahydro-[1,1'-biphenyl]-3-yl)methyl)carbamate C1(CC1)N(C(OC)=O)CC=1C(=C(C(=CC1CCCCC)O)C1C(CCC(=C1)C)C(=C)C)O